methyl-N-phenyl-5-[[(3S)-1-[2-oxo-2-[(2S)-2-cyanopyrrolidin-1-yl]ethyl]pyrrolidin-3-yl]amino]quinoline-8-carboxamide CC1=NC2=C(C=CC(=C2C=C1)N[C@@H]1CN(CC1)CC(N1[C@@H](CCC1)C#N)=O)C(=O)NC1=CC=CC=C1